ClC=1C=C(C=CC1C(=O)N1CCN(CC1)C(=O)C1CC[N+](CC1)(C)C)NC(=O)C=1N(C(=CN1)C1=C(C(=C(C=C1)C=1C=NNC1C=1N=CSC1)F)F)C N-[3-chloro-4-[4-(1,1-dimethylpiperidin-1-ium-4-carbonyl)piperazine-1-carbonyl]phenyl]-5-[2,3-difluoro-4-(5-thiazol-4-yl-1H-pyrazol-4-yl)phenyl]-1-methyl-imidazole-2-carboxamide